di-secbutylphosphinic acid C(C)(CC)P(O)(=O)C(C)CC